ClC=1C=2N(C=CC1)N=C(C2)[C@H]2N(CCC1=C2N=CN1)C(=O)C=1OC(=NN1)C1=NC=CN=C1 (S)-(4-(4-chloropyrazolo[1,5-a]pyridin-2-yl)-6,7-dihydro-1H-imidazo[4,5-c]pyridin-5(4H)-yl)(5-(pyrazin-2-yl)-1,3,4-oxadiazol-2-yl)methanone